6-methoxy-2-(2-pyridyl)quinoline COC=1C=C2C=CC(=NC2=CC1)C1=NC=CC=C1